FC=1C=C(CN2C(=NC(=C2)NC([C@@H](C)N2C[C@@H](C(CC2)(F)F)C2=CC=[N+](C=C2)[O-])=O)C)C=C(C1)F 4-((S)-1-((R)-1-((1-(3,5-difluorobenzyl)-2-methyl-1H-imidazol-4-yl)amino)-1-oxopropan-2-yl)-4,4-difluoropiperidin-3-yl)pyridine 1-oxide